S(=O)(=O)(ON1[C@@H]2CC[C@H](N(C1=O)C2)C(NC(=O)[C@H]2CNCC2)=N)[O-].[Na+] Sodium (2S,5R)-7-oxo-2-(N-((R)-pyrrolidine-3-carbonyl) carbamimidoyl)-1,6-diazabicyclo[3.2.1]octan-6-yl sulfate